2-(6-(((1s,2s,3r,5r)-2-fluoro-9-azabicyclo[3.3.1]non-3-yl)oxy)pyridazin-3-yl)-5-(imidazo[1,2-a]pyridin-7-yl)phenol F[C@H]1[C@@H]2CCC[C@H](C[C@H]1OC1=CC=C(N=N1)C1=C(C=C(C=C1)C1=CC=3N(C=C1)C=CN3)O)N2